C(OC[C@]1(O[C@H]([C@@H]([C@@H]1O)O)C1=CC=C2C(=NC=NN21)N)C#N)(O[C@H](C)CC)=O ((2R,3S,4R,5S)-5-(4-aminopyrrolo[2,1-f][1,2,4]triazin-7-yl)-2-cyano-3,4-dihydroxytetrahydrofuran-2-yl)methyl ((R)-sec-butyl) carbonate